methyl 3,4-epoxycyclohexylcarboxylat C1(CC2C(CC1)O2)C(=O)OC